2-Methyl-5-(4-methylpiperazin-1-yl)-2,3-dihydro-1,4-benzodioxine CC1COC2=C(O1)C=CC=C2N2CCN(CC2)C